tris(bromophenyl)benzene BrC1=C(C=CC=C1)C=1C(=C(C=CC1)C1=C(C=CC=C1)Br)C1=C(C=CC=C1)Br